COC=1C=C(CN2C(C=CC(=C2)C2=NC(=NC(=C2)C(CC)=O)S(=O)(=O)C)=O)C=CC1OC 1-(3,4-dimethoxybenzyl)-5-(2-(methylsulfonyl)-6-propionylpyrimidin-4-yl)pyridin-2(1H)-one